5-{2-[2-(naphthalene-1-sulfonamido)phenyl]ethynyl}pyridine-2-carboxylic acid C1(=CC=CC2=CC=CC=C12)S(=O)(=O)NC1=C(C=CC=C1)C#CC=1C=CC(=NC1)C(=O)O